Allyl (S)-4-tert-butoxycarbonylamino-5-(triphenylmethylthio)pentanoate C(C)(C)(C)OC(=O)N[C@@H](CCC(=O)OCC=C)CSC(C1=CC=CC=C1)(C1=CC=CC=C1)C1=CC=CC=C1